4-(tert-butyl)-N-methyl-N-((4-(trifluoromethyl)benzoyl)oxy)benzamide C(C)(C)(C)C1=CC=C(C(=O)N(OC(C2=CC=C(C=C2)C(F)(F)F)=O)C)C=C1